C1(CCCCC1)CNC(OC1=CC(=C(C=C1)OCC1=CC=CC=C1)C=1C=NC=C(C1)C1=NN=CN1COCC[Si](C)(C)C)=O 4-(benzyloxy)-3-(5-(4-((2-(trimethylsilyl)ethoxy)methyl)-4H-1,2,4-triazol-3-yl)pyridin-3-yl)phenyl (cyclohexyl methyl)carbamate